3-(4-(2-(pyrrolidin-1-yl)ethoxy)phenyl)-1-(5,6,7,8-tetrahydropyrido[4,3-c]Pyridazin-3-yl)-1H-1,2,4-triazole-3,5-diamine N1(CCCC1)CCOC1=CC=C(C=C1)C1(NN(C(=N1)N)C1=CC2=C(N=N1)CCNC2)N